tert-butyl 6-amino-5-(1H-pyrazol-1-yl)-1H-benzo[d]imidazole-1-carboxylate NC=1C(=CC2=C(N(C=N2)C(=O)OC(C)(C)C)C1)N1N=CC=C1